ClC1=NC=C(C=C1C(=O)O)F 2-chloro-5-fluoro-pyridine-3-carboxylic acid